ClC=1C(=NC(=CC1F)C1=C(C=C(C=C1)C(F)(F)F)Cl)C(=O)OC Methyl 3-chloro-6-(2-chloro-4-(trifluoromethyl) phenyl)-4-fluoropicolinate